FC=1C=C(CC=2C=C3C(=NNC3=CC2)NC(C2=C(C=C(C=C2)N2CCN(CC2)CC2=NC=C(C=C2)N2C(NC(CC2)=O)=O)NC2CCOCC2)=O)C=C(C1)F N-(5-(3,5-difluorobenzyl)-1H-indazol-3-yl)-4-(4-((5-(2,4-dioxotetrahydropyrimidin-1(2H)-yl)pyridin-2-yl)methyl)piperazin-1-yl)-2-((tetrahydro-2H-pyran-4-yl)amino)benzamide